potassium bis-indole N1C=CC2=CC=CC=C12.N1C=CC2=CC=CC=C12.[K]